COCC1=CC(=CS1)C1=NC2=CC=CC=C2C(=C1)C(C)NC(C1=C(C=CC=C1)C)=O N-(1-{2-[5-(methoxymethyl)thiophen-3-yl]quinolin-4-yl}ethyl)-2-methylbenzamide